ClC1=CC(=C2C(=N1)C1(OCC2)COCC1)OCC1(CCOCC1)C#N 4-(((2'-chloro-4,5,5',6'-tetrahydro-2H-spiro[furan-3,8'-pyrano[3,4-b]pyridin]-4'-yl)oxy)methyl)tetrahydro-2H-pyran-4-carbonitrile